BrC=1C=C(C=CC1Cl)C=1N=C(C(=NC1C1=CC=CC=C1)C#N)C#N 5-(3-bromo-4-chlorophenyl)-6-phenylpyrazine-2,3-dicarbonitrile